C(C)(C)(C)OC([C@@H](NC(=O)OC(C)(C)C)CC=1C=NC=CC1)=O 3-(3-pyridyl)-Boc-alanine tert-butyl ester